N-ethyl-4-(2-ethyl-2,3-dihydro-1H-inden-2-yl)-N-methyl-1H-imidazole-1-carboxamide C(C)N(C(=O)N1C=NC(=C1)C1(CC2=CC=CC=C2C1)CC)C